(7R)-2-(4-fluorophenyl)-N-[2-(1H-indol-3-yl)ethyl]-7-(methoxymethyl)-7,8-dihydro-6H-pyrimido[5,4-b][1,4]oxazin-4-amine FC1=CC=C(C=C1)C=1N=C(C=2OC[C@H](NC2N1)COC)NCCC1=CNC2=CC=CC=C12